N(=[N+]=[N-])CC1=CC=C(C=C1)N1C[C@@H](CCC1)N(C(OC(C)(C)C)=O)CC1CCC1 tert-butyl N-[(3R)-1-[4-(azidomethyl)phenyl]-3-piperidyl]-N-(cyclobutylmethyl)carbamate